6-amino-6'-fluoro-N-{(1S,2S)-2-[(4-{1-[4-(2-hydroxyethyl)piperazin-1-yl]-2,3-dihydro-1H-inden-5-yl}phenyl)methoxy]cyclopentyl}[3,3'-bipyridine]-5-carboxamide NC1=C(C=C(C=N1)C=1C=NC(=CC1)F)C(=O)N[C@@H]1[C@H](CCC1)OCC1=CC=C(C=C1)C=1C=C2CCC(C2=CC1)N1CCN(CC1)CCO